D-mannose 1-phosphate C([C@@H]1[C@H]([C@@H]([C@@H](C(O1)OP(=O)(O)O)O)O)O)O